C1(CC1)C1=NC=C(C(=N1)OC1=CC=CC=C1)C(=O)N[C@H](/C=C/S(=O)(=O)C)[C@@H](C)OC 2-cyclopropyl-N-((3r,4r,e)-4-methoxy-1-(methylsulfonyl)pent-1-en-3-yl)-4-phenoxypyrimidine-5-carboxamide